BrC1=C(C(=CC(=C1)C(C(F)(F)F)(C(F)(F)F)F)C(F)(F)F)N(C(C1=C(C(=CC=C1)NC(C1=CC=C(C=C1)F)=O)F)=O)C(=O)C1CC1 N-(2-bromo-4-(perfluoropropan-2-yl)-6-(trifluoromethyl)phenyl)-N-(cyclopropanecarbonyl)-2-fluoro-3-(4-fluorobenzamido)benzamide